CC1=C(C=2C3=CC=CC(CC(NCC(NC(CC(=C1)C2)C(=O)N)=O)=O)=C3)NC([C@H](CS)NC(C3=C(C=C(C=C3)CCCCCCC)C)=O)=O |r| methyl-[rac-(2R)-2-[(4-heptyl-2-methyl-benzoyl)amino]-3-sulfanyl-propanoyl]amino-10,13-dioxo-9,12-diazatricyclo[13.3.1.12,6]icosa-1(18),2(20),3,5,15(19),16-hexaene-8-carboxamide